Fluoroiodane FI